N'-(cyclohexylmethylene)-pyrido[3,4-b]Indole-1-carboxylic acid hydrazide C1(CCCCC1)C=NNC(=O)C1=NC=CC2=C1NC1=CC=CC=C21